3,4-dimethyl-10-(3-aminopropyl)-9-acridone oxalate salt C(C(=O)O)(=O)O.CC=1C=CC=2C(C3=CC=CC=C3N(C2C1C)CCCN)=O